N-[4-methoxy-3-(2-oxo-1-pyrrolidinyl)phenyl]-2-azabicyclo[2.2.1]heptane-2-carboxamide COC1=C(C=C(C=C1)NC(=O)N1C2CCC(C1)C2)N2C(CCC2)=O